(2S)-2-[(3R)-Pyrrolidin-3-yl]-3-[3-(8-quinolyl-carbamoylamino)phenyl]propanoic acid N1C[C@H](CC1)[C@@H](C(=O)O)CC1=CC(=CC=C1)N(C(N)=O)C=1C=CC=C2C=CC=NC12